FC([C@]1(N(CCN(C1)C1CCOCC1)C1=NN(C(=C1)C)C1CC2(CN(C2)C(=O)OC(C)(C)C)C1)C)F Tert-butyl (S)-6-(3-(2-(difluoromethyl)-2-methyl-4-(tetrahydro-2H-pyran-4-yl)piperazin-1-yl)-5-methyl-1H-pyrazol-1-yl)-2-azaspiro[3.3]heptane-2-carboxylate